COC(\C(=C\OC)\C1=C(C=CC=C1)COC1=NC(=CC=C1)C(F)(F)F)=O (E)-3-methoxy-2-[2-[[6-(trifluoromethyl)pyridin-2-yl]oxymethyl]phenyl]prop-2-enoic acid methyl ester